CC1=C(C=CC=C1)C1=CC=CC=C1.[Li] lithium [2-methyl-biphenyl]